(2S)-N-benzyl-2-(3-(dimethylamino)-2,5-dioxopyrrolidin-1-yl)propanamide lactate C(C(O)C)(=O)O.C(C1=CC=CC=C1)NC([C@H](C)N1C(C(CC1=O)N(C)C)=O)=O